FC1=C2CN(CC2=CC=C1)C(=O)NC1=CC=C(C=C1)C1CCC(CC1)C(NS(N)(=O)=O)=O 4-fluoro-N-(4-((1r,4r)-4-(sulfamoylcarbamoyl)cyclohexyl)phenyl)isoindoline-2-carboxamide